tert-butyl (R)-4-(7-(4-cyanopyridin-2-yl)-5-(dimethyl amino)-7H-pyrrolo[2,3-d]pyrimidin-4-yl)-2-methylpiperazine-1-carboxylate C(#N)C1=CC(=NC=C1)N1C=C(C2=C1N=CN=C2N2C[C@H](N(CC2)C(=O)OC(C)(C)C)C)N(C)C